dimethylbenz(a)anthracene CC=1C=CC=2C(=C3C=C4C=CC=CC4=CC3=CC2)C1C